C1=CC=CC=2C3=CC=CC=C3C(C12)COC(=O)N[C@H](CCCC(N)C(=O)OC(C)(C)C)C(=O)O (9-fluorenylmethoxycarbonyl)-ε-(t-butoxycarbonyl)-D-lysine